C1(=C(C=CC=C1)C=1N(C2=CC=C(C=C2C1F)OCC1=CC=CC=C1)CC1=CC=C(C=C1)CCO)C1=CC=CC=C1 2-(4-((2-([1,1'-biphenyl]-2-yl)-5-(benzyloxy)-3-fluoro-1H-indol-1-yl)methyl)phenyl)ethan-1-ol